([2,3,5,6-tetrafluoro-4-(methoxymethyl) phenyl])Methyl 2,2-dimethyl-3-[(1Z)-3,3,3-trifluoro-1-propen-1-yl]Cyclopropaneformate CC1(C(C1\C=C/C(F)(F)F)C(=O)OCC1=C(C(=C(C(=C1F)F)COC)F)F)C